tert-Butyl 4-((S)-1-(4-((S)-1-aminoethyl)phenyl)-2-cyclopropylethyl)piperazine-1-carboxylate N[C@@H](C)C1=CC=C(C=C1)[C@H](CC1CC1)N1CCN(CC1)C(=O)OC(C)(C)C